C(C1=CC=CC=C1)[C@H]1N(C(OC1)=O)C([C@@H](CC(=O)OC(C)(C)C)CC1=NC=CC=C1)=O (R)-tert-Butyl 4-((R)-4-benzyl-2-oxooxazolidin-3-yl)-4-oxo-3-(pyridin-2-ylmethyl)butanoate